OC1CC(N(C(C1)([2H])[2H])C(=O)O)([2H])[2H] 4-hydroxypiperidine-1-carboxylic acid-2,2,6,6-d4